N1=C(N=CC2=C1NC=C2)C=2C=C(C=CC2)NC(C=C)=O N-(3-{7H-pyrrolo[2,3-d]pyrimidin-2-yl}phenyl)prop-2-enamide